(S)-6-chloro-7-((4-chloro-6-oxopyrimidin-1(6H)-yl)methyl)-4-(cyclopropylethynyl)-4-(trifluoromethyl)-3,4-dihydroquinazolin-2(1H)-one ClC=1C=C2[C@](NC(NC2=CC1CN1C=NC(=CC1=O)Cl)=O)(C(F)(F)F)C#CC1CC1